N-(2-methoxy-4-nitrophenyl)acetamide CC(=O)NC1=C(C=C(C=C1)[N+](=O)[O-])OC